FC1=C(C(=C(C(=C1F)N)F)F)SC1=C(C(=C(C(=C1F)F)N)F)F bis(2,3,5,6-tetrafluoro-4-aminophenyl) sulfide